C(CCCC)N1C=C(C2=CC=CC=C12)C(CC#N)=O 3-(1-n-amyl-1H-indol-3-yl)-3-oxo-propionitrile